BrCC(C(CC\C=C(\CCC=C(C)C)/C)=C)CC(=O)O.N1=CC(=CC=C1)CCNC1C(NC(CC1)=O)=O 3-{[2-(pyridin-3-yl)ethyl]Amino}piperidine-2,6-dione (E)-1-bromo-7,11-dimethyl-3-methylenedodeca-6,10-dien-2-yl-acetate